3-(3,5-difluorophenyl)-5-methyl-pyrazol-4-ol FC=1C=C(C=C(C1)F)C1=NNC(=C1O)C